NC1=NC=CC2=CC=C(C=C12)C=1C=C2CCC3(CCN(CC3)C(=O)OCC)C2=CC1 5-(1-aminoisoquinolin-7-yl)-1'-(ethoxycarbonyl)-2,3-dihydrospiro[indene-1,4'-piperidine]